ClC1=C(C=CC=C1)N1CCN(CC1)C1=CC(=NC(=C1)C1=CC=C(C=C1)OC)N 4-(4-(2-chlorophenyl)piperazin-1-yl)-6-(4-methoxyphenyl)pyridin-2-amine